COC=1C=C(C=C(C1)OC)CN (3,5-dimethoxyphenyl)methanamine